2-(2-((5-(3-(aminomethyl)phenyl)-1-methyl-1H-indazol-3-yl)carbamoyl)phenyl)acetic acid NCC=1C=C(C=CC1)C=1C=C2C(=NN(C2=CC1)C)NC(=O)C1=C(C=CC=C1)CC(=O)O